C(#N)C1(CN(C1)C=1C2=C(N=C(N1)C1=C(C(=CC(=C1Cl)OC)OC)Cl)C=NC(=C2)N[C@H]2[C@H](COC2)C(C(=O)N)=C)C (3R,4S)-(4-((4-(3-cyano-3-methyl-azetidin-1-yl)-2-(2,6-dichloro-3,5-dimethoxy-phenyl)pyrido[3,4-d]pyrimidin-6-yl)amino)tetrahydrofuran-3-yl)acrylamide